CN1N=CC(=C1)[C@H]1CN(CCO1)C1=NC2=NC(=CN=C2C(=N1)C1CC(C1)C(F)(F)F)C (S)-2-(1-methyl-1H-pyrazol-4-yl)-4-(7-methyl-4-((1s,3R)-3-(trifluoromethyl)cyclobutyl)pteridin-2-yl)morpholine